(R)-N-(8,9-difluoro-6-oxo-1,4,5,6-tetrahydro-2H-pyrano[3,4-c]isoquinolin-1-yl)-N-methylbenzo[d]oxazole-5-carboxamide FC=1C(=CC=2C3=C(NC(C2C1)=O)COC[C@@H]3N(C(=O)C=3C=CC1=C(N=CO1)C3)C)F